ClC1=CC=2C(C3=CC=CC=C3OC2C=C1)C1=CC=C(C=C1)OC 2-chloro-9-(4-methoxyphenyl)-9H-xanthene